4-(5-bromo-3-methyl-6-oxo-pyridazin-1-yl)benzonitrile BrC1=CC(=NN(C1=O)C1=CC=C(C#N)C=C1)C